COC1CC(C1)C(=O)NC1=CC(=C(C=C1)OC=1N=NC=CC1)C 3-methoxy-N-(3-methyl-4-(pyridazin-3-yloxy)phenyl)cyclobutane-1-carboxamide